N-[(1r,4r)-4-hydroxy-4-(trifluoromethyl)cyclohexyl]-4-azaspiro[2.5]octane-7-carboxamide OC1(CCC(CC1)NC(=O)C1CCNC2(CC2)C1)C(F)(F)F